O[C@H](C(=O)N[C@@H](C)C(NC1C(N(C=CC=C1C1=CC=CC=C1)C)=O)=O)C(C)C (S)-2-hydroxy-3-methyl-N-[(S)-1-(1-methyl-2-oxo-4-phenyl-2,3-dihydro-1H-azepin-3-ylcarbamoyl)-ethyl]-butyramide